Cl.C(#N)C=1C=CC(=C(C1)C1=CC(=NC=C1C(=O)NC=1SC=2C(=NC=C(N2)C(=O)N2CCNCC2)N1)C)OC 4-(5-cyano-2-methoxyphenyl)-6-methyl-N-(6-(piperazine-1-carbonyl)thiazolo[4,5-b]pyrazin-2-yl)nicotinamide hydrochloride